C(C)OC(=O)C1CC(C1)OC1=C(C=C(C=C1)C(F)(F)F)F 3-(2-fluoro-4-(trifluoromethyl)phenoxy)cyclobutanecarboxylic acid ethyl ester